C(CCCCCCCCCCC)C(C(=O)N)CC1=CC(=C(C(=C1)C(C)(C)C)O)C(C)(C)C lauryl-3-(3,5-di-tert-butyl-4-hydroxyphenyl)propionamide